1-(5-(4-acetyl-1,4-diazepan-1-yl)pyridin-2-yl)guanidine C(C)(=O)N1CCN(CCC1)C=1C=CC(=NC1)NC(=N)N